CC=1C(=CC=CC1)S(=O)(=O)OC=1C=C(C=CC1)NC(NC1=CC(=CC=C1)OS(=O)(=O)C=1C(C)=CC=CC1)=O bis-[3-(o-toluenesulfonyloxy)phenyl]urea